N-(8-(methylamino)-5-((4-((3-methyloxetan-3-yl)methoxy)phenyl)ethynyl)-2,7-naphthyridin-3-yl)cyclopropanecarboxamide CNC=1N=CC(=C2C=C(N=CC12)NC(=O)C1CC1)C#CC1=CC=C(C=C1)OCC1(COC1)C